C(C)(C)(C)OC(=O)N1CC2=CC(=CC=C2CC1)N.FC1=C(C=CC(=C1)F)S(=O)(=O)NC=1C(=NC=C(C1)C=1C=C2C(=CC=NC2=CC1)C1=CN=NC=C1)OC 2,4-difluoro-N-{2-(methoxy)-5-[4-(4-pyridazinyl)-6-quinolinyl]-3-pyridyl}benzenesulfonamide t-butyl-7-amino-1,2,3,4-tetrahydroisoquinoline-2-carboxylate